NC1=NC=2C=C(C(=CC2C2=C1C=NN2C)C(=O)N(C2COC1=NC(=CC=C12)C#CC=1C=NN(C1)C)C)F 4-amino-7-fluoro-N,1-dimethyl-N-(6-((1-methyl-1H-pyrazol-4-yl)ethynyl)-2,3-dihydro-furo[2,3-b]pyridin-3-yl)-1H-pyrazolo[4,3-c]quinoline-8-carboxamide